5-(4-amino-7H-pyrrolo[2,3-d]pyrimidin-7-yl)-4-methylcyclopent-3-ene-1,2-diol NC=1C2=C(N=CN1)N(C=C2)C2C(=CC(C2O)O)C